FC=1C(=C(NC2=C(NC3=C2C(NCC3)=O)C3=C(C=NC=C3)OC[C@@H]3CN(CCO3)C)C=CC1)OC 3-(3-fluoro-2-methoxyanilino)-2-(3-{[(2S)-4-methylmorpholin-2-yl]methoxy}pyridin-4-yl)-1,5,6,7-tetrahydro-4H-pyrrolo[3,2-c]pyridin-4-one